FC1=C(C=C(C=C1)N1C2=C(C=3C(=CC=CC13)O)C1(OCC2)CC(C1)(C(=O)O)C)C (1S,3S)-5'-(4-Fluoro-3-methylphenyl)-9'-hydroxy-3-methyl-4',5'-dihydro-3'H-spiro[cyclobutane-1,1'-pyrano[4,3-b]indole]-3-carboxylic acid